SC=1C=C(C=CC1)C(C(=O)OCCOCCO)(CS)C1=CC(=CC=C1)S diethylene glycol bis(3-mercaptophenyl)3-mercaptopropionate